C1=CC=C(C=C1)[C@H](C(=O)O)O R-(-)-mandelic acid